COC(=O)C1=CC=C(C=C1)/C(=C\1/C(NC2=CC=C(C=C12)C(=O)OC)=O)/NC1=CC=C(C=C1)N(C(CN1CCN(CC1)C)=O)C Methyl (Z)-3-((4-(methoxycarbonyl)phenyl)((4-(N-methyl-2-(4-methylpiperazin-1-yl)acetamido) phenyl)amino)methylene)-2-oxoindoline-5-carboxylate